CC(CS(=O)(=O)C1=CC(=C(C=C1)O)C)(C)C 4-(2,2-Dimethylpropylsulfonyl)-2-methylphenol